O4-tert-Butyl O3-(1,3-dioxoisoindolin-2-yl) morpholine-3,4-dicarboxylate N1(C(COCC1)C(=O)ON1C(C2=CC=CC=C2C1=O)=O)C(=O)OC(C)(C)C